COC(=O)C1CCN(CC1)C1=NC=C(C(=N1)OC)F 1-(5-fluoro-4-methoxy-pyrimidin-2-yl)piperidine-4-carboxylic acid methyl ester